(S)-1H-imidazole-1-carboxylic acid 1-phenethyl ester C(CC1=CC=CC=C1)OC(=O)N1C=NC=C1